N1(CCCCC1)C=1C=C2C=CC(=CC2=CC1)C=O 6-(piperidin-1-yl)-2-naphthalenal